(±)-3-(3-methyl-2-oxo-5-(piperazine-1-yl)-2,3-dihydro-1H-benzo[d]imidazol-1-yl)piperidine-2,6-dione hydrochloride Cl.CN1C(N(C2=C1C=C(C=C2)N2CCNCC2)[C@H]2C(NC(CC2)=O)=O)=O |r|